OC(CN(SCCCCC)CC(CCCCCCCCCCCC)O)CCCCCCCCCCCC 5-(bis(2-hydroxytetradecyl)amino)thiopentane